C(C)[N+]1(C(C=CC1C)C)CC N,N-diethyl-2,5-dimethyl-2,5-dihydropyrrolium